C(CC)C=1C=CC=2NC3=CC=CC=C3C2C1 3-propyl-carbazole